Cl.[C@H]12N(C[C@H](NC1)C2)C(C(C)(C)OC=2C=C1CCN(CC1=CC2)C(=O)C2=CC=C(C=C2)C2=CC=C(C=C2)C(C)C)=O 1-((1R,4R)-2,5-diazabicyclo[2.2.1]heptane-2-yl)-2-((2-(4'-isopropyl-[1,1'-biphenyl]-4-carbonyl)-1,2,3,4-tetrahydroisoquinolin-6-yl)oxy)-2-methylpropane-1-one hydrochloride